1-cyclopropylmethyl-1H-pyrazol-4-amine C1(CC1)CN1N=CC(=C1)N